BrC1=C2CCCCC2=CC=C1OC 5-bromo-6-methoxy-1,2,3,4-tetrahydronaphthalene